NCC1=CC(=NN1CC(=O)NC(C)(C)C)C(=O)N(C)C 5-(aminomethyl)-1-[2-(tert-butylamino)-2-oxo-ethyl]-N,N-dimethyl-pyrazole-carboxamide